tert-butyl 4-{[(1S,2R)-2-amino-3,3-difluorocyclohexyl]oxy}piperidine-1-carboxylate N[C@@H]1[C@H](CCCC1(F)F)OC1CCN(CC1)C(=O)OC(C)(C)C